N1(CCC1)C(=O)[C@@H]1CC[C@@H](CC1)NC1=NN2C(C=N1)=C(C=C2)C2=CC=C1C(=N2)N(C(=N1)C)CC(F)F Azetidin-1-yl(cis-4-((5-(3-(2,2-difluoroethyl)-2-methyl-3H-imidazo[4,5-b]pyridin-5-yl)pyrrolo[2,1-f][1,2,4]triazin-2-yl)amino)cyclohexyl)methanone